N[C@H]1C2N(CC1CC2)C(=O)C2=CC1=C(N(C(=N1)C1=CC=3C(=NC(=CC3)C=3C=CC(=C(C3)O)C)N1CC1CC1)C)C(=C2)OC 5-(2-{5-[(7R)-7-amino-2-azabicyclo[2.2.1]heptane-2-carbonyl]-7-methoxy-1-methyl-1H-1,3-benzodiazol-2-yl}-1-(cyclopropylmethyl)-1H-pyrrolo[2,3-b]pyridin-6-yl)-2-methylphenol